5-(1-tert-butoxycarbonyl-3-methoxycarbonyl-pyrrolidin-3-yl)pentanoic acid C(C)(C)(C)OC(=O)N1CC(CC1)(C(=O)OC)CCCCC(=O)O